(1,1-dimethylallyl)ethylene glycol CC(C=C)(C)C(CO)O